ClC=1C=CC(=C(C1)NS([O-])(=O)=O)C.[Na+] Sodium N-(5-chloro-2-methylphenyl)sulfamate